NC1(CCN(CC1)C1=NC(=C2C(=N1)NN=C2C2=C(C(=CC=C2)Cl)Cl)C(=O)N)C2=C(C=CC=C2F)F 6-(4-Amino-4-(2,6-difluorophenyl)piperidin-1-yl)-3-(2,3-dichlorophenyl)-1H-pyrazolo[3,4-d]pyrimidine-4-carboxamide